N-[phenyl-(pyridin-2-yl)methyl]-5-[5-(trifluoromethyl)-1,2,4-oxadiazol-3-yl]pyrimidin-2-amine C1(=CC=CC=C1)C(NC1=NC=C(C=N1)C1=NOC(=N1)C(F)(F)F)C1=NC=CC=C1